[Br-].C(C[N+]1=CN(C=C1)C=C)[N+]1=CN(C=C1)C=C.[Br-] 3,3'-(ethane-1,2-diyl)bis(1-vinyl-1H-imidazol-3-ium) bromide